1-({(5S,7S)-7-methyl-2-oxo-3-[(1-phenyl-1H-1,2,3-triazol-4-yl)methyl]-1-oxa-3-azaspiro[4.5]dec-7-yl}methyl)-1H-benzimidazole-6-carbonitrile C[C@]1(C[C@]2(CN(C(O2)=O)CC=2N=NN(C2)C2=CC=CC=C2)CCC1)CN1C=NC2=C1C=C(C=C2)C#N